FC(C(=O)O)(F)F.O=C1NC(CCC1N1C(C2=CC=CC(=C2C1=O)NCC=O)=O)=O 2-((2-(2,6-dioxopiperidin-3-yl)-1,3-dioxoisoindolin-4-yl)amino)ethan-1-one 2,2,2-trifluoroacetate